1-[(3R)-pyrrolidin-3-yl]piperidine N1C[C@@H](CC1)N1CCCCC1